8-[(2S,5R)-4-[(3-tert-butyl-1,2,4-oxadiazol-5-yl)(4-fluorophenyl)methyl]-2,5-dimethylpiperazin-1-yl]-5-methyl-6-oxo-5,6-dihydro-1,5-naphthyridine-2-carbonitrile C(C)(C)(C)C1=NOC(=N1)C(N1C[C@@H](N(C[C@H]1C)C1=CC(N(C=2C=CC(=NC12)C#N)C)=O)C)C1=CC=C(C=C1)F